1-bromo-3-fluoro-2,4-bis(methoxymethoxy)benzene BrC1=C(C(=C(C=C1)OCOC)F)OCOC